FC(C(=O)O)(F)F.CC1=C(C=CC(=C1)C=1C=NN(C1)C)NC(=O)C=1C=NN2C1N=C(C=C2)N[C@H]2CNCCC2 (R)-N-(2-methyl-4-(1-methyl-1H-pyrazol-4-yl)phenyl)-5-(piperidin-3-ylamino)pyrazolo[1,5-a]pyrimidine-3-carboxamide trifluoroacetate